8-(3,5-difluorobenzyl)-[1,2,4]triazolo[1,5-a]pyrazine-6-carbonitrile FC=1C=C(CC=2C=3N(C=C(N2)C#N)N=CN3)C=C(C1)F